ClC1=C(C=C(C(=C1)F)NCC)[C@@H]1COCCCN1C1=NC(=NC(=C1)C)N |r| (+/-)-4-[3-[2-chloro-5-(ethylamino)-4-fluoro-phenyl]-1,4-oxazepan-4-yl]-6-methyl-pyrimidin-2-amine